(biphenylyl)di(terphenylyl)biphenyldiamine C1(=C(C=CC=C1)C1=C(C(=C(C(=C1C1=CC=CC=C1)N)N)C1=C(C=CC=C1)C=1C(=CC=CC1)C1=CC=CC=C1)C1=C(C=CC=C1)C=1C(=CC=CC1)C1=CC=CC=C1)C1=CC=CC=C1